BrC1=CC=C2C(=NC(=NC2=C1F)Cl)N1CC(CCC1)(C)NC#N [1-(7-bromo-2-chloro-8-fluoro-quinazolin-4-yl)-3-methyl-3-piperidyl]cyanamide